5-Heptyl-3-methyl-1,2,4-triazole C(CCCCCC)C1=NC(=NN1)C